1,2-Bisphenylacetylen C1(=CC=CC=C1)C#CC1=CC=CC=C1